1,2-dicarboxyethyl-diphenyl-phosphine oxide C(=O)(O)C(CC(=O)O)P(C1=CC=CC=C1)(C1=CC=CC=C1)=O